2-amino-N-(1-(4-chloro-2-(2-morpholino-2-oxoethyl)-7-phenyl-2H-indazol-6-yl)ethyl)pyrazolo[1,5-a]pyrimidine-3-carboxamide NC1=NN2C(N=CC=C2)=C1C(=O)NC(C)C=1C=C(C2=CN(N=C2C1C1=CC=CC=C1)CC(=O)N1CCOCC1)Cl